FC1(C(COC1)N1C=NC(=C1C1=CC=C(O1)C(=O)NC1=NC=NC=C1)C1=CC=C(C=C1)F)F 5-(1-(4,4-difluorotetrahydrofuran-3-yl)-4-(4-fluorophenyl)-1H-imidazol-5-yl)-N-(pyrimidin-4-yl)furan-2-carboxamide